(R)-6-Chloro-1'-(5-(3,4-dimethylbenzyl)-4H-1,2,4-triazole-3-carbonyl)-5-fluorospiro[benzo[d][1,3]oxazine-4,3'-piperidin]-2(1H)-one ClC1=C(C2=C(NC(O[C@@]23CN(CCC3)C(=O)C3=NN=C(N3)CC3=CC(=C(C=C3)C)C)=O)C=C1)F